N1([C@@H]2[C@H](CC1)NCC2)C(=O)OC(C)(C)C tert-butyl cis-hexahydropyrrolo[3,2-B]pyrrole-1(2H)-carboxylate